ClC=1C=C(C=CC1Cl)C=1N(C(=CC(C1C(=O)OCC)=O)CN1N=C(C(=C1)[N+](=O)[O-])C)CC ethyl 2-(3,4-dichlorophenyl)-1-ethyl-6-[(3-methyl-4-nitro-pyrazol-1-yl)methyl]-4-oxo-pyridine-3-carboxylate